C[C@H]1CN(C[C@H](N1)C)C1=C2C=NC(=NC2=C(C=C1)C(=O)NC1=CC2=CN(N=C2C(=C1)F)C)OCC1COC1 5-((3S,5R)-3,5-dimethylpiperazin-1-yl)-N-(7-fluoro-2-methyl-2H-indazol-5-yl)-2-(oxetan-3-ylmethoxy)quinazoline-8-carboxamide